OC=1C=C(C=CC1)SC1=C(C(=O)O)C=CN=C1 3-[(3-Hydroxyphenyl)sulfanyl]isonicotinic acid